OCCC(C(=O)N)CCCCCCCCCCCCCC HYDROXYETHYLHEXADECANAMIDE